C(C1=CC=CC=C1)N(C)C1=NC=2N(C(=C1)C=1C=NNC1)N=C(C2C2CCOCC2)C(=O)NC2=CC(=CC=C2)O (benzyl(methyl)amino)-N-(3-hydroxyphenyl)-7-(1H-pyrazol-4-yl)-3-(tetrahydro-2H-pyran-4-yl)pyrazolo[1,5-a]pyrimidine-2-carboxamide